1-(3-butylcyclopenta-2,4-dien-1-yl)-1,1,2,2-tetramethyl-2-(1,5,6,7-tetrahydro-s-indacen-1-yl)disilane C(CCC)C1=CC(C=C1)[Si]([Si](C1C=CC2=CC=3CCCC3C=C12)(C)C)(C)C